COC(C1=CC=C(C=C1)N1CCC2(CC(C2)N2C(CCC2)C2=C(C=CC=C2)C)CC1)=O 4-(2-(2-(o-tolyl)pyrrolidin-1-yl)-7-azaspiro[3.5]non-7-yl)benzoic acid methyl ester